5-(4-((4-(4-amino-3-(4-phenoxyphenyl)-1H-pyrazolo[3,4-d]pyrimidin-1-yl)-3-fluorocyclohexyl)methyl)-3,5-dimethylpiperazin-1-yl)-2-(2,6-dioxopiperidin-3-yl)-6-fluoroisoindoline-1,3-dione NC1=C2C(=NC=N1)N(N=C2C2=CC=C(C=C2)OC2=CC=CC=C2)C2C(CC(CC2)CN2C(CN(CC2C)C=2C=C1C(N(C(C1=CC2F)=O)C2C(NC(CC2)=O)=O)=O)C)F